3-(6-Fluoropyridin-3-yl)-5-methyl-2-(4-(4-methyl-4H-1,2,4-triazol-3-yl)piperidin-1-yl)benzonitrile FC1=CC=C(C=N1)C=1C(=C(C#N)C=C(C1)C)N1CCC(CC1)C1=NN=CN1C